(S*)-(3-amino-6-ethyl-4,5,6,7-tetrahydro-pyrazolo[3,4-c]pyridin-2-yl)(6-fluoro-8-methyl-1,2,3,4-tetrahydro-quinolin-4-yl)methanone NC=1N(N=C2CN(CCC21)CC)C(=O)[C@H]2CCNC1=C(C=C(C=C21)F)C |o1:14|